(5-amino-8-methylquinolin-6-yl)-[1-(oxan-2-yl)benzotriazol-4-yl]methanone NC1=C2C=CC=NC2=C(C=C1C(=O)C1=CC=CC=2N(N=NC21)C2OCCCC2)C